C(OC)(OCC1OC(OC1)=O)=O methyl ((2-oxo-1,3-dioxolan-4-yl)methyl) carbonate